C(CCC)C(C(=O)OCCCCCCC(=O)OCC(CO)(CO)CO)CCCCCC [7-[3-hydroxy-2,2-bis(hydroxymethyl) propoxy]-7-oxo-heptyl] 2-butyloctanoate